3-(1,2,3,5,6,7-Hexahydro-s-indacen-4-yl)-1-[(1-methyl-1H-pyrazol-4-yl)[(1-methylazetidin-2-yl)methyl]sulfamoyl]urea sodium salt [Na].C1CCC2=C(C=3CCCC3C=C12)NC(NS(N(CC1N(CC1)C)C=1C=NN(C1)C)(=O)=O)=O